2-chloro-N-(oxetan-3-yl)pyridin-4-amine ClC1=NC=CC(=C1)NC1COC1